CN1CCN(CC1)CC1=C(C=C(C=C1)NC(=O)C1=CC=C2CCN(C2=C1)CC=1C=NN2C1C=NC=C2)C(F)(F)F N-(4-((4-Methylpiperazin-1-yl)methyl)-3-(trifluoromethyl)phenyl)-1-(pyrazolo[1,5-a]pyrazin-3-ylmethyl)indolin-6-carboxamid